C(C(=C)C)(=O)OC1C(N(C(CC1)(C)C)C)(C)C 1,2,2,6,6-Pentamethylpiperidyl methacrylate